C(C1=CC=CC=C1)N([C@@H](CC1=CC=C(C(=O)N)C=C1)CNC(C[C@H](C1(CC1)C(F)(F)F)C1=CC=CC=C1)=O)C 4-((S)-2-(benzyl(methyl)amino)-3-((S)-3-phenyl-3-(1-(trifluoromethyl)cyclopropyl)propanamido)propyl)benzamide